C(C)C1=CC(=NC(=N1)C)NC1=NN2C(C=C(C=C2)C=2N(N=CC2OC[C@H]2N(CC2)C)C)=C1 N-(6-ethyl-2-methyl-pyrimidin-4-yl)-5-[2-methyl-4-[[(2S)-1-methylazetidin-2-yl]methoxy]pyrazol-3-yl]pyrazolo[1,5-a]pyridin-2-amine